NC1=C(C=NN1C1=NC=C(C(=N1)NC1=CC(=C(C=C1)OC)OC)C#N)C(=O)OC(C)(C)C tert-butyl 5-amino-1-{5-cyano-4-[(3,4-dimethoxyphenyl) amino] pyrimidin-2-yl}-1H-pyrazole-4-carboxylate